3,7-dibromo-10-(2-(4-methylpiperazin-1-yl)ethyl)-10H-phenothiazine BrC=1C=CC=2N(C3=CC=C(C=C3SC2C1)Br)CCN1CCN(CC1)C